FC(C1=CC=C(C=N1)CC(=O)O)(F)F 2-[6-(trifluoromethyl)-3-pyridyl]acetic acid